hexane-1,2,5,6-tetraol C(C(CCC(CO)O)O)O